4-hydroxy-5-iodo-2-(trifluoromethyl)benzoic acid methyl ester COC(C1=C(C=C(C(=C1)I)O)C(F)(F)F)=O